phenyl-2,4,6-trimethylbenzoylphosphinic acid lithium salt [Li+].C1(=CC=CC=C1)P([O-])(=O)C(C1=C(C=C(C=C1C)C)C)=O